1-Methyl-N-[2-(trifluoromethyl)benzyl]-6-({[2-(trifluoromethyl)phenyl]carbonyl}amino)-1H-benzoimidazole-4-carboxamide CN1C=NC2=C1C=C(C=C2C(=O)NCC2=C(C=CC=C2)C(F)(F)F)NC(=O)C2=C(C=CC=C2)C(F)(F)F